COC1=CC=C2C3=C(NC2=C1)C(=NC=C3)C3=C(C(=O)N)C=CC=C3 (7-methoxy-9H-pyrido[3,4-b]indol-1-yl)benzamide